C(C)(=O)[O-].C12(CC3CC(CC(C1)C3)C2)N2C=[N+](C=C2)C23CC1CC(CC(C2)C1)C3 1,3-bis(1-adamantyl)imidazolium acetate